O=C1NC(CCC1N1C(C2=CC=C(C=C2C1)CNC(C(C1=C(C=CC=C1)C(F)(F)F)(F)F)=O)=O)=O N-((2-(2,6-dioxopiperidin-3-yl)-1-oxoisoindolin-5-yl)methyl)-2,2-difluoro-2-(2-(trifluoromethyl)phenyl)acetamide